COC(C1=CC(=C(C=C1)C)C=C(F)F)=O 3-(2,2-difluorovinyl)-4-methylbenzoic acid methyl ester